7-bromo-N-[(5-fluoro-1H-benzimidazol-2-yl)methyl]-2-(4-methylpiperazin-1-yl)imidazo[2,1-f][1,2,4]triazin-4-amine BrC1=CN=C2C(=NC(=NN21)N2CCN(CC2)C)NCC2=NC1=C(N2)C=CC(=C1)F